C[C@H]1[C@@H](C1)N (1R,2R)-2-methyl-cyclopropan-1-amine